1,3,5-triacryloylhexahydro-1,3,5-triazine C(C=C)(=O)N1CN(CN(C1)C(C=C)=O)C(C=C)=O